FC(C(=O)NC1CCNCC12CC2)(OC2=CC=CC=C2)F 2,2-difluoro-2-phenoxy-N-(5-azaspiro[2.5]oct-8-yl)acetamide